OC(COC=1C=CC=C2CC(COC12)O[N+](=O)[O-])CNC(C)C [8-[2-hydroxy-3-(propan-2-ylamino) propoxy]-3,4-dihydro-2H-chromen-3-yl]nitrate